(R)-5-(2-amino-[1,2,4]triazolo[1,5-a]pyridin-7-yl)-N-(3,5-difluoro-2-((tetrahydrofuran-3-yl)oxy)benzyl)-2-methoxynicotinamide NC1=NN2C(C=C(C=C2)C=2C=NC(=C(C(=O)NCC3=C(C(=CC(=C3)F)F)O[C@H]3COCC3)C2)OC)=N1